6-(1-Methyl-1H-pyrazol-4-yl)-4-(6-(4-((tetrahydro-2H-pyran-4-yl)methyl)piperazin-1-yl)pyridin-3-yl)pyrazolo[1,5-a]pyrazine-3-carbonitrile 2,2,2-trifluoroacetate FC(C(=O)O)(F)F.CN1N=CC(=C1)C=1N=C(C=2N(C1)N=CC2C#N)C=2C=NC(=CC2)N2CCN(CC2)CC2CCOCC2